N-(5-(5-methyl-1,2,4-oxadiazol-3-yl)-2,3-dihydro-1H-inden-1-yl)-5,6-dihydro-4H-pyrrolo[1,2-b]pyrazole-3-carboxamide CC1=NC(=NO1)C=1C=C2CCC(C2=CC1)NC(=O)C1=C2N(N=C1)CCC2